N-[(4-Chlorophenyl)-methyl]-2-(ethyl-methyl-amino)-4-methyl-6-morpholin-4-yl-pyridine-3-carboxylic acid amide ClC1=CC=C(C=C1)CNC(=O)C=1C(=NC(=CC1C)N1CCOCC1)N(C)CC